3-(cyclopropylmethyl)-5-nitroquinazolin-4(3H)-one C1(CC1)CN1C=NC2=CC=CC(=C2C1=O)[N+](=O)[O-]